ClC=1C=C(C=CC1F)[C@H](NC(=O)[C@H]1NC(NC1)=O)[C@@H]1CC[C@H](CC1)C(F)(F)F |&1:8| (S)-N-((R and S)-(3-chloro-4-fluorophenyl)(trans-4-(trifluoromethyl)cyclohexyl)methyl)-2-oxoimidazolidine-4-carboxamide